3-chloro-4-(3-((1r,3r,5s,7r)-3,5-dimethyladamantan-1-yl)ureido)-N-(7-(hydroxyamino)-7-oxoheptyl)benzamide ClC=1C=C(C(=O)NCCCCCCC(=O)NO)C=CC1NC(=O)NC12C[C@]3(C[C@](CC(C1)C3)(C2)C)C